CC=1C(=C2C=NNC2=CC1)C=1OC2=C(N1)C=CC(=C2)C2CN(C2)C(C=C)=O 1-(3-(2-(5-methyl-1H-indazol-4-yl)benzo[d]oxazol-6-yl)azetidin-1-yl)prop-2-en-1-one